CC/C=C\\C/C=C\\C/C=C\\C/C=C\\C/C=C\\CCCCCCCCCCCC(=O)CC(=O)SCCNC(=O)CCNC(=O)[C@@H](C(C)(C)COP(=O)([O-])OP(=O)([O-])OC[C@@H]1[C@H]([C@H]([C@@H](O1)N2C=NC3=C(N=CN=C32)N)O)OP(=O)([O-])[O-])O The molecule is a 3-oxo-fatty acyl-CoA(4-) obtained by deprotonation of the phosphate and diphosphate OH groups of (15Z,18Z,21Z,24Z,27Z)-3-oxotriacontapentaenoyl-CoA. It is a 3-oxo-fatty acyl-CoA(4-), an 11,12-saturated fatty acyl-CoA(4-) and an ultra-long-chain 3-oxoacyl-CoA(4-). It is a conjugate base of a (15Z,18Z,21Z,24Z,27Z)-3-oxotriacontapentaenoyl-CoA.